CNC(CCN(C1=CC=C2C(=CC(OC2=C1)=O)C1=C(C=CC=C1)C)C)=O N-methyl-3-(methyl(2-oxo-4-(o-tolyl)-2H-chromen-7-yl)amino)propanamide